N-[(4-{4-amino-1-[3-fluoro-4-(4-formylpiperidin-1-yl)phenyl]pyrazolo[3,4-d]pyrimidin-3-yl}phenyl)methyl]-5-fluoro-2-methoxybenzamide NC1=C2C(=NC=N1)N(N=C2C2=CC=C(C=C2)CNC(C2=C(C=CC(=C2)F)OC)=O)C2=CC(=C(C=C2)N2CCC(CC2)C=O)F